Tert-butyl N-[3-({10-[(tert-butoxycarbonyl)amino]decyl}amino)propyl]carbamate Tert-butyl-N-{3-[benzyl({10-[(tert-butoxycarbonyl)amino]decyl})amino]propyl}carbamate C(C)(C)(C)OC(NCCCN(CCCCCCCCCCNC(=O)OC(C)(C)C)CC1=CC=CC=C1)=O.C(C)(C)(C)OC(=O)NCCCCCCCCCCNCCCNC(OC(C)(C)C)=O